OC(=O)C(F)(F)F.NCC=1OC2=C(C1)C=C(C=C2C(=O)OCC(F)(F)F)C 2,2,2-trifluoroethyl 2-(aminomethyl)-5-methylbenzofuran-7-carboxylate TFA salt